3-(thiazol-2-ylmethyl)-[1,1'-biphenyl]-4-amine S1C(=NC=C1)CC=1C=C(C=CC1N)C1=CC=CC=C1